ethyl 4-[(3R,5R)-5-[(5-chloro-1-methyl-6-oxo-pyridazin-4-yl)amino]-1-methyl-3-piperidyl]benzoate ClC1=C(C=NN(C1=O)C)N[C@@H]1C[C@@H](CN(C1)C)C1=CC=C(C(=O)OCC)C=C1